C(C)(=O)OCC1=C(C(=CC(=C1)Cl)S(NC1=C(C(=CC=C1)C1=CN(C=2N=CN=C(C21)N)C)F)(=O)=O)Cl 3-(N-(3-(4-amino-7-methyl-7H-pyrrolo[2,3-d]pyrimidin-5-yl)-2-fluorophenyl) sulfamoyl)-2,5-dichlorobenzyl acetate